3-bromo-N-(1-cyanocyclopropyl)-N-[(4-methoxyphenyl)methyl]-8-[4-(2-methylpropionyl)piperazin-1-yl]imidazo[1,2-a]pyridin-6-sulfonamide BrC1=CN=C2N1C=C(C=C2N2CCN(CC2)C(C(C)C)=O)S(=O)(=O)N(CC2=CC=C(C=C2)OC)C2(CC2)C#N